OC(=O)C(F)(F)F.CN(C(=O)N1[C@@H](CNCC1)C)C (R)-N,N,2-trimethylpiperazine-1-carboxamide TFA salt